CC1(C(C1(C)C)C(=O)NC1CCC(CC1)NC1=CC=CC=2N1C=C(N2)C(F)(F)F)C 2,2,3,3-tetramethyl-N-[(1s,4s)-4-{[2-(trifluoromethyl)imidazo[1,2-a]pyridin-5-yl]amino}cyclohexyl]cyclopropane-1-carboxamide